3-(4-methyl-piperazinyl)propyltrimethoxysilane CN1CCN(CC1)CCC[Si](OC)(OC)OC